4-((2S,4S)-4-ethoxy-1-((5-methoxy-7-methyl-1H-indol-4-yl)methyl)piperidin-2-yl)-3-methoxybenzoic acid C(C)O[C@@H]1C[C@H](N(CC1)CC1=C2C=CNC2=C(C=C1OC)C)C1=C(C=C(C(=O)O)C=C1)OC